[Ca+2].N1(CCNCC1)[N-]CCCC.N1(CCNCC1)[N-]CCCC piperazinyl-monobutylamide calcium